1-(5-aminopyrimidin-2-yl)-3-methylazetidin-3-ol NC=1C=NC(=NC1)N1CC(C1)(O)C